dihydro-3-[3-(triethoxysilyl)propyl]furan C(C)O[Si](CCCC1COC=C1)(OCC)OCC